Racemic-3-(3-chloro-4-fluorophenyl)-1-(1-(1-oxo-1,2-dihydroisoquinolin-4-yl)ethyl)-1-(thiazol-5-ylmethyl)urea ClC=1C=C(C=CC1F)NC(N(CC1=CN=CS1)[C@H](C)C1=CNC(C2=CC=CC=C12)=O)=O |r|